N-isopropyl-2,4-di(phenylthio)aniline C(C)(C)NC1=C(C=C(C=C1)SC1=CC=CC=C1)SC1=CC=CC=C1